2-(6-cyclopropyl-4-(4-fluoro-2-(4-methyl-4H-1,2,4-triazol-3-yl)phenyl)pyridin-2-yl)-4-(trifluoromethyl)isoindolin-1-one C1(CC1)C1=CC(=CC(=N1)N1C(C2=CC=CC(=C2C1)C(F)(F)F)=O)C1=C(C=C(C=C1)F)C1=NN=CN1C